C(CCCCCCC\C=C/CCCCCCCC)N1C(C(O)C(O)C1=O)=O N-oleyl-tartaric acid imide